tert-butyl (3R,5'S)-5'-carbamoyl-2-oxospiro[indoline-3,3'-pyrrolidine]-1'-carboxylate C(N)(=O)[C@@H]1C[C@@]2(CN1C(=O)OC(C)(C)C)C(NC1=CC=CC=C12)=O